(1S)-1-[4-(4-chloro-2,3,7,10-tetrazatricyclo[7.4.0.02,6]trideca-1(9),3,5,7-tetraen-10-yl)phenyl]-N-ethyl-2,2,2-trifluoroethanamine ClC1=NN2C=3CCCN(C3C=NC2=C1)C1=CC=C(C=C1)[C@@H](C(F)(F)F)NCC